(4-bromo-3-cyclopropyl-1-(tetrahydro-2H-pyran-2-yl)-1H-pyrazolo[3,4-c]pyridin-5-yl)methanol BrC1=C2C(=CN=C1CO)N(N=C2C2CC2)C2OCCCC2